O=C1N(C(C=C1)=O)C1=CC=C(C=C1)O 4-(2,5-dioxo-2,5-dihydro-1H-pyrrol-1-yl)phenol